CC1=CC=C(C=C1)S(=O)(=O)OCCCOCCOCCOCC1=CC=CC=C1 3-[2-[2-(benzyloxy)ethoxy]ethoxy]propyl 4-methylbenzenesulfonate